N-[3-({[2-({4-[(1S)-1-aminoethyl]phenyl}amino)-5-(trifluoromethyl)pyrimidin-4-yl]amino}methyl)phenyl]-N-methylmethanesulfonamide N[C@@H](C)C1=CC=C(C=C1)NC1=NC=C(C(=N1)NCC=1C=C(C=CC1)N(S(=O)(=O)C)C)C(F)(F)F